CCN=C=NCCCN(C)C.Cl N1-((ethylimino)methylene)-N3,N3-dimethylpropane-1,3-diamine hydrochloride